O-((S)-2-((tert-Butyldimethylsilyl)oxy)-4-(1,8-naphthyridin-2-yl)butyl)homoserine methyl ester COC([C@@H](N)CCOC[C@H](CCC1=NC2=NC=CC=C2C=C1)O[Si](C)(C)C(C)(C)C)=O